C(C)(C)(C)OC(=O)N1C2(CN(C2=O)CC2=CC=C(C=C2)OC)CC(C1)=O tert-butyl-2-(4-methoxybenzyl)-1,7-dioxo-2,5-diazaspiro[3.4]octane-5-carboxylate